S(=O)(=O)=NC(C1=CC=C(C=C1)N1CCN(CC1)CC1=C(CC(CC1)(C)C)C12CC(C1)(C2)C(F)F)=O sulfonyl-4-[4-[[2-[3-(difluoromethyl)-1-bicyclo[1.1.1]pentanyl]-4,4-dimethyl-cyclohexen-1-yl]methyl]piperazin-1-yl]benzamide